5-(4-cyclohexylphenyl)-3-[3-(fluoromethyl)azetidine-1-carbonyl]-2-[3-(trifluoromethyl)pyrazin-2-yl]-4H-pyrazolo[1,5-a]pyrimidin-7-one C1(CCCCC1)C1=CC=C(C=C1)C=1NC=2N(C(C1)=O)N=C(C2C(=O)N2CC(C2)CF)C2=NC=CN=C2C(F)(F)F